OC[C@H](C[C@H]1C(NCC1)=O)NC(=O)[C@H]1N(C[C@H]2[C@@H]1CCC2)C(=O)C=2NC1=CC=CC=C1C2 (1S,3aR,6aS)-N-((S)-1-hydroxy-3-((S)-2-oxopyrrolidin-3-yl)propan-2-yl)-2-(1H-indole-2-carbonyl)octahydrocyclopenta[c]pyrrole-1-carboxamide